ClC=1C=C(C=C(C1)S(=O)(=O)C)NC1=CC(=NC=C1C1=NN(C=C1)C)NC(C)=O N-(4-((3-chloro-5-(methylsulfonyl)phenyl)amino)-5-(1-methyl-1H-pyrazol-3-yl)pyridin-2-yl)acetamide